2-chloro-N,N-dimethyl-4-(4-(1-(2-methyl-2-phenylpropanoyl)piperidin-4-yl)butoxy)benzamide ClC1=C(C(=O)N(C)C)C=CC(=C1)OCCCCC1CCN(CC1)C(C(C)(C1=CC=CC=C1)C)=O